CN(CCOC1=C(OC2=C(C(=O)NC3=CC(=NC=C3)OC)C=C(C=C2)C(F)(F)F)C=CC(=C1)F)C 2-(2-(2-(dimethylamino)ethoxy)-4-fluorophenoxy)-N-(2-methoxypyridin-4-yl)-5-(trifluoromethyl)benzamide